NC1=NC(=C(C=2N1C(N(N2)CCC2=CC=CC=C2)=O)N2C[C@H](O[C@H](C2)C)C)C2=CC=CC=C2 5-amino-8-[(cis)-2,6-dimethylmorpholin-4-yl]-7-phenyl-2-(2-phenylethyl)-[1,2,4]triazolo[4,3-c]pyrimidin-3-one